C1(=CC=C(C=C1)C=1C(=O)NC(C1)=O)C=1C(=O)NC(C1)=O (1,4-phenylene)bismaleimide